C1(=CC=CC=C1)CCN[SiH2]F phenylethylaminofluorosilane